3-methyl-1-(3-((2-methylquinazolin-4-yl)oxy)propyl)pyrrolidin-3-ol hydrochloride Cl.CC1(CN(CC1)CCCOC1=NC(=NC2=CC=CC=C12)C)O